Ethyl 2-ethyl-2-{[6-({(1S,2S)-2-[(fluoromethoxy)methyl]cyclopropyl}methoxy)-5-(3-methoxyazetidin-1-yl)pyridine-2-carbonyl]amino}butanoate C(C)C(C(=O)OCC)(CC)NC(=O)C1=NC(=C(C=C1)N1CC(C1)OC)OC[C@@H]1[C@H](C1)COCF